N-(5-phenethyl-1,3,4-thiadiazol-2-yl)benzamide C(CC1=CC=CC=C1)C1=NN=C(S1)NC(C1=CC=CC=C1)=O